CC1=CC=C(C=C1)S(=O)(=O)OCCOCCOCCOCCOCCOCCOS(=O)(=O)C1=CC=C(C=C1)C 2-[2-[2-[2-[2-[2-(4-methylphenyl)sulfonyloxyethoxy]ethoxy]ethoxy]ethoxy]-ethoxy]ethyl 4-methylbenzenesulfonate